2,2-bis(4-bromophenyl)-2-hydroxyacetic acid BrC1=CC=C(C=C1)C(C(=O)O)(O)C1=CC=C(C=C1)Br